5-((2-((4-((3-Chloro-4-(pyrazin-2-yl)benzyl)amino)butyl)amino)ethyl)amino)benzo[c][2,6]naphthyridine-8-carboxamide ClC=1C=C(CNCCCCNCCNC2=NC3=C(C4=CN=CC=C24)C=CC(=C3)C(=O)N)C=CC1C1=NC=CN=C1